butylamine lead iodide [Pb](I)I.C(CCC)N